C(=O)(O)C(CCC1=CC=NC=C1C(=O)O)C 4-(3-carboxybutan-yl)nicotinic acid